FC1=CC=C(C=2SC(=C(C21)CCNC2=CC(=NC=N2)C2=CC(=C(C(=O)O)C(=C2)C)OC)C)C 4-{6-[2-(4-Fluoro-2,7-dimethyl-benzo[b]thiophen-3-yl)-ethylamino]-pyrimidin-4-yl}-2-methoxy-6-methyl-benzoic acid